N-((1R,2R)-2-aminocyclopentyl)acrylamide N[C@H]1[C@@H](CCC1)NC(C=C)=O